N-(3-carbamoyl-1-methyl-1H-pyrazol-4-yl)-1'-methyl-1',2',5',6'-tetrahydro-[2,3-bipyridine]-6-carboxamide C(N)(=O)C1=NN(C=C1NC(=O)C1=CC=CC(=N1)C=1CN(CCC1)C)C